2-(5-fluoropyridin-3-yl)-1-(3-(5-(trifluoromethyl)-1,2,4-oxadiazol-3-yl)-6,7-dihydrothieno[3,2-c]pyridin-5(4H)-yl)ethan-1-one FC=1C=C(C=NC1)CC(=O)N1CC2=C(CC1)SC=C2C2=NOC(=N2)C(F)(F)F